CC1(CCCCC1)N=C=O trans-methyl-cyclohexyl isocyanate